2-amino-4-oxo-4,7-dihydro-3H-pyrrolo[2,3-d]pyrimidine-5-formaldoxime NC=1NC(C2=C(N1)NC=C2C=NO)=O